CN1N=C(C(=C1)[N+](=O)[O-])OC 1-methyl-3-methoxy-4-nitro-1H-pyrazole